C(#N)C=1C=C(C=NC1N(C)C)C=1C=C(C=CC1C)NC(CC1=CC(=NO1)C)=O N-[3-[5-cyano-6-(dimethylamino)-3-pyridinyl]-4-methylphenyl]-3-methyl-5-isoxazoleacetamide